4,5-Dichloro-2-octyl-2H-isothiazol-3-one ClC=1C(N(SC1Cl)CCCCCCCC)=O